CC1=C(C(=O)NCCOCCNC(OC(C)(C)C)=O)C=CC(=C1)NC=1C=2N(C=CN1)C(=CN2)C=2C(=NNC2)C(F)(F)F tert-butyl N-[2-[2-[[2-methyl-4-[[3-[3-(trifluoromethyl)-1H-pyrazol-4-yl]imidazo[1,2-a]pyrazin-8-yl]amino]benzoyl]amino]ethoxy] ethyl]carbamate